NC1=C2N=CN(C2=NC(=N1)F)[C@H]1C[C@@H]([C@@](O1)(C#C)CO[P@](=O)(OC1=CC=CC=C1)N[C@@H](CC1=CC=CC=C1)C(=O)OC(C)C)OC(=O)OCCCCCC Isopropyl ((S)-(((2R,3S,5R)-5-(6-amino-2-fluoro-9H-purin-9-yl)-2-ethynyl-3-(((hexyloxy)carbonyl)oxy)tetrahydrofuran-2-yl)methoxy)(phenoxy)phosphoryl)-L-phenylalaninate